2,5-dimethoxy-4-ethylphenylethylamine COC1=C(C=C(C(=C1)CC)OC)CCN